OC[C@H](C1=CC=CC=C1)NC1=NC(=NC=C1C1=NC(=NO1)C1=CC=NC=C1)NC1=CC=C2C(=N1)N(N(C2=O)CCC)C(C)C (S)-6-((4-((2-hydroxy-1-phenylethyl)amino)-5-(3-(pyridin-4-yl)-1,2,4-oxadiazol-5-yl)pyrimidin-2-yl)amino)-1-isopropyl-2-propyl-1,2-dihydro-3H-pyrazolo[3,4-b]pyridin-3-one